BrC=1C=C(C(=NC1OC(C)C1=CC=CC=C1)C)N=C(N(C)CC)C N'-[5-bromo-2-methyl-6-(1-phenylethoxy)-3-pyridinyl]-N-ethyl-N-methylmethylformamidine